N-(4-(2-(((1r,4r)-4-aminocyclohexyl)amino)-8-ethylquinazolin-6-yl)-2-fluoro-5-methylphenyl)-2-chlorobenzenesulfonamide, formate salt C(=O)O.NC1CCC(CC1)NC1=NC2=C(C=C(C=C2C=N1)C1=CC(=C(C=C1C)NS(=O)(=O)C1=C(C=CC=C1)Cl)F)CC